(dihydro-1'H,3'H-spiro[cyclopropane-1,2'-pyrrolizine]-7a'(5'H)-yl)methanol C1C2(CN3CCCC13CO)CC2